(S)-4-((4-(3-(2-hydroxypropan-2-yl)piperidin-1-yl)phenyl)amino)-7-(1-methyl-1H-imidazol-5-yl)-1,2-dihydro-3H-pyrrolo[3,4-c]pyridin-3-one OC(C)(C)[C@@H]1CN(CCC1)C1=CC=C(C=C1)NC1=NC=C(C2=C1C(NC2)=O)C2=CN=CN2C